C(C)(C)(C)C1=NOC(=N1)C(=O)N[C@H](C)C1=C(C=C(C=C1)C1=NC=NC=2NC3=CC(=CC=C3C21)C=O)C (R)-3-(tert-butyl)-N-(1-(4-(7-formyl-9H-pyrimido[4,5-b]indol-4-yl)-2-methylphenyl)ethyl)-1,2,4-oxadiazole-5-carboxamide